[Na].FC=1C(=C2C=CC(=CC2=CC1)O)C#C[Si](C(C)C)(C(C)C)C(C)C 6-fluoro-5-((triisopropylsilyl)acetyleneyl)naphthalene-2-ol sodium